BrC=1C=NN2C1OCC(C2)NC(OC(C)(C)C)=O tert-butyl N-{3-bromo-5H,6H,7H-pyrazolo[3,2-b][1,3]oxazin-6-yl}carbamate